C(C)(C)OC(=O)C1(CC(=NO1)C1=CC(=CC(=C1)F)F)C=C Isopropyl-3-(3,5-difluorophenyl)-5-vinyl-4H-isoxazol-5-carboxylat